5-bromo-1-((E)-3-((2R,3S)-3-hydroxypiperidin-2-yl)allyl)-N-methyl-1H-indole-3-carboxamide BrC=1C=C2C(=CN(C2=CC1)C\C=C\[C@H]1NCCC[C@@H]1O)C(=O)NC